(1R,3R)-5-(2-((1R,3aS,7aR,E)-1-((R)-4-((R)-2,4-dimethylpiperazin-1-yl)butan-2-yl)-7a-methyl-octahydro-4H-inden-4-ylidene)ethylidene)cyclohexane-1,3-diol C[C@H]1N(CCN(C1)C)CC[C@@H](C)[C@H]1CC[C@H]2\C(\CCC[C@]12C)=C\C=C1C[C@H](C[C@@H](C1)O)O